N-(2-(3-(4-isopropyl-5-methylpyridin-2-yl)-1,2,4-thiadiazol-5-ylamino)pyridin-3-yl)-N-methylacetamide C(C)(C)C1=CC(=NC=C1C)C1=NSC(=N1)NC1=NC=CC=C1N(C(C)=O)C